NC1=NC=C(C2=C1C(=NN2[C@@H]2CN(CC2)C(C=C)=O)C#CC2=C(C(=NC=C2)NC)F)C (S)-1-(3-(4-amino-3-((3-fluoro-2-(methylamino)pyridin-4-yl)ethynyl)-7-methyl-1H-pyrazolo[4,3-c]pyridin-1-yl)pyrrolidin-1-yl)prop-2-en-1-one